4,8-bis(hydroxymethyl)tricyclo-[5.2.1.02,6]-decane OCC1CC2C3CC(C(C2C1)C3)CO